OC1=CC=C(C=C1)C[C@@H](C(=O)O)NC(CNC(=O)[C@H]1N(CCC1)C(CCCCCCCCCCCCCCC)=O)=O (S)-3-(4-hydroxyphenyl)-2-(2-((S)-1-palmitoylpyrrolidine-2-carboxamido)acetamido)Propanoic Acid